3-chloro-1-(3-chloropyridin-2-yl)-4,5-dihydro-1H-pyrazole-5-carboxylic acid ethyl ester C(C)OC(=O)C1CC(=NN1C1=NC=CC=C1Cl)Cl